(2,5-dimethyl-2,3-dihydro-1H-inden-2-yl)methanol CC1(CC2=CC=C(C=C2C1)C)CO